ClC1=CC=2C3=C(NC(N(C2N=C1)CC)=O)C=C(C=C3)C#N 2-chloro-5-ethyl-6-oxo-6,7-dihydro-5H-benzo[d]pyrido[3,2-f][1,3]diazepine-9-carbonitrile